7-hydroxy-6-methoxy-4-(methoxymethyl)-2H-chromen-2-one OC1=C(C=C2C(=CC(OC2=C1)=O)COC)OC